NC=1N=NC(=CC1N1CCN(CC1)CC(=O)O)C(N)=O 2-(4-(3-amino-6-carbamoyl-pyridazin-4-yl)piperazin-1-yl)acetic acid